ClC=1C=C(C=C(C1)C#N)C(C(O)C1=CC=C(C=N1)NC(OC(C)(C)C)=O)(C)C tert-butyl (6-(2-(3-chloro-5-cyanophenyl)-1-hydroxyl-2-methylpropyl)pyridin-3-yl)carbamate